2,4-bis(trichloromethyl)-6-[2-(3-methoxy-5-ethoxyphenyl)vinyl]s-triazine methyl-1,5-dimethyl-4,5,6,7-tetrahydro-1H-imidazo[4,5-c]pyridine-2-carboxylate COC(=O)C=1N(C2=C(CN(CC2)C)N1)C.ClC(C1=NC(=NC(=N1)C(Cl)(Cl)Cl)C=CC1=CC(=CC(=C1)OCC)OC)(Cl)Cl